C(C)O/C=C/C=1C=C2C=C(N=CC2=CC1)C(=O)OCC ethyl 6-[(E)-2-ethoxyvinyl]isoquinoline-3-carboxylate